methyl (R,2E,4E)-7-phenylnona-2,4-dien-8-ynoate C1(=CC=CC=C1)[C@H](C/C=C/C=C/C(=O)OC)C#C